BrC1=CC(=C(C(=O)O)C=C1)N1CCC(CC1)COCC1CN(CCC1)C(=O)OC(C)(C)C 4-bromo-2-(4-(((1-(tert-butyloxycarbonyl)piperidin-3-yl)methoxy)methyl)piperidin-1-yl)benzoic acid